ClC=1C(=C(C(=CC1)OC)C1=CC(=NC=C1C(=O)NC=1SC(=NN1)OCCS(=O)C)C)F 4-(3-chloro-2-fluoro-6-methoxyphenyl)-6-methyl-N-(5-(2-(methylsulfinyl)ethoxy)-1,3,4-thiadiazol-2-yl)nicotinamide